C(C)(C)(C)OC(COC1=C(C=CC=C1)C(C)(C)C)=O 2-(2-(tert-butyl)phenoxy)acetic acid tert-butyl ester